C(C=C)S[C@H]1[C@@H](CC1)CN1C2=C(OC[C@]3(CCCC4=CC(=CC=C34)Cl)C1)C=CC(=C2)C(=O)OC(C)(C)C (S)-TERT-BUTYL 5-(((1S,2R)-2-(ALLYLTHIO)CYCLOBUTYL)METHYL)-6'-CHLORO-3',4,4',5-TETRAHYDRO-2H,2'H-SPIRO[BENZO[B][1,4]OXAZEPINE-3,1'-NAPHTHALENE]-7-CARBOXYLATE